1-[4-(2,3-dimethylphenyl)piperazin-1-yl]-2-{3-[(3S,4S)-4-hydroxy-3-methylpiperidine-1-carbonyl]-5,6-dihydrocyclopenta[c]pyrazol-1(4H)-yl}ethan-1-one CC1=C(C=CC=C1C)N1CCN(CC1)C(CN1N=C(C2=C1CCC2)C(=O)N2C[C@@H]([C@H](CC2)O)C)=O